C(CCC)NCCC[Si](OC)(OC)OC N-(n-butyl)-3-aminopropyl-trimethoxy-silane